3-[4-(2-chloro-ethyl)-piperazin-1-yl]-benzo[d]isothiazole ClCCN1CCN(CC1)C1=NSC2=C1C=CC=C2